Ethyl 1-[1-{5-chloro-2-[(trifluoromethanesulfonyl) oxy] phenyl} piperidin-3-yl]-5-(trifluoromethyl)-1H-pyrazole-4-carboxylate ClC=1C=CC(=C(C1)N1CC(CCC1)N1N=CC(=C1C(F)(F)F)C(=O)OCC)OS(=O)(=O)C(F)(F)F